FC(C)C=1C=C(C=2N(C1)C(=CN2)C(C)C)NC2CCN(CC2)C[C@H]2CN(CCO2)C(C=C)=O 1-[(2S)-2-[[4-[[6-(1-fluoroethyl)-3-isopropyl-imidazo[1,2-a]pyridin-8-yl]amino]-1-piperidinyl]methyl]morpholin-4-yl]prop-2-en-1-one